O(C#N)C1=CC=C(C=C1)C(C)(C)C1=CC(=CC=C1)C(C)(C)C1=CC=C(C=C1)OC#N α,α'-bis(4-cyanatophenyl)-m-diisopropyl-benzene